N-(6-(2H-1,2,3-Triazol-2-yl)-5-(trifluoromethyl)pyridin-3-yl)-5-phenyl-3,4-dihydroquinoline-1(2H)-carboxamide N=1N(N=CC1)C1=C(C=C(C=N1)NC(=O)N1CCCC2=C(C=CC=C12)C1=CC=CC=C1)C(F)(F)F